N1(CCOCC1)C1=NC2=C(N=CC=C2C(=C1)C1=CC=C(C=C1)C(C)C)C1=CC=NN1 2-(morpholin-4-yl)-4-[4-(propan-2-yl)phenyl]-8-(1H-pyrazol-5-yl)-1,7-naphthyridine